2-(m-chlorostyryl)isocyanobenzene ClC=1C=C(C=CC2=C(C=CC=C2)[N+]#[C-])C=CC1